NC1=C(C=C(C(=O)N[C@H](C(=O)NC(C(=O)NN(CC(=O)O)C(COC2=C(C(=CC(=C2F)F)F)F)=O)C2=CC=CC=C2)C(C)(C)C)C=C1)Cl N-(2-((S)-2-(4-amino-3-chlorobenzamido)-3,3-dimethylbutanamido)-2-phenylacetamido)-N-(2-(2,3,5,6-tetrafluorophenoxy)acetyl)glycine